6,6,9-Trimethyl-6a,7,10,10a-tetrahydro-6H-benzo[c]chromen-1-ol CC1(OC=2C=CC=C(C2C2C1CC=C(C2)C)O)C